Cl.COC=1C=C(N=NC1OC)C1=CC=C(C=C1)CN([C@@H]1C[C@@H]([C@@H](C1)OC)NC=1C2=C(N=CN1)SC(=C2)CC(F)(F)F)C (1R,3S,4R)-N1-{[4-(5,6-dimethoxypyridazin-3-yl)phenyl]methyl}-4-methoxy-N-methyl-N3-[6-(2,2,2-trifluoroethyl)thieno[2,3-d]pyrimidin-4-yl]cyclopentane-1,3-diamine Hydrochloride